C[C@@H]1COCCN1C1=CC(=NC(=N1)C1=C2C(=NC=C1)NC=C2)C2S(CCC2)(=O)=O 2-(6-((R)-3-methylmorpholino)-2-(1H-pyrrolo[2,3-b]pyridin-4-yl)pyrimidin-4-yl)tetrahydrothiophene 1,1-dioxide